CC1C(OC(O1)CCC1=CC=CC=C1)CCC(=O)C1=CC=CC=C1 3-(5-methyl-2-phenethyl-1,3-dioxolan-4-yl)-1-phenylpropan-1-one